methyl 2-(4-(6-chloropyridin-2-yl)-2-fluorobenzyl)-1-(2-methoxyethyl)-1H-benzo[d]imidazole-6-carboxylate ClC1=CC=CC(=N1)C1=CC(=C(CC2=NC3=C(N2CCOC)C=C(C=C3)C(=O)OC)C=C1)F